ClC=1C=C(N)C=CC1C1CCNCC1 3-chloro-4-(piperidin-4-yl)aniline